(1S)-1-{5-methyl-4H,6H,7H-pyrazolo[1,5-a]pyrazin-2-yl}ethanamine CN1CC=2N(CC1)N=C(C2)[C@H](C)N